[Si].[Mn].[Al].OC(CC=1C=C(C=C(C1)N1N=C2C(=N1)C=CC=C2)CCCCC)CCC 2-(2'-hydroxy-3',5'-di-pentylphenyl)benzotriazole aluminum-manganese-silicon